COC=1C=C(C=CC1)[C@@H](C1CCN(CC1)C(=O)C=1C=CC2=C(NC(CO2)=O)C1)C1=CC=CC=C1 6-[4-[(S)-(3-methoxyphenyl)-phenylmethyl]piperidine-1-carbonyl]-4H-1,4-benzoxazin-3-one